C(C)(C)(C)OC(=O)N1CCN(CC1)C1=CC=C(C=C1)C=1C=C2C(N(CC2=C(C1)F)C(C(=O)OCC)C1=C2N(C=N1)C[C@@H](C2)F)=O 4-[4-[2-[2-Ethoxy-1-[(6R)-6-fluoro-6,7-dihydro-5H-pyrrolo[1,2-c]imidazol-1-yl]-2-oxo-ethyl]-7-fluoro-3-oxo-isoindolin-5-yl]phenyl]piperazine-1-carboxylic acid tert-butyl ester